NC1=NN2C(C=CC(=C2)C=2C=CC(=C(C2)NC(=O)N2OCCC[C@H]2C2=CC(=CC(=C2)F)F)C)=N1 (S)-N-(5-(2-amino-[1,2,4]triazolo[1,5-a]pyridin-6-yl)-2-methylphenyl)-3-(3,5-difluorophenyl)-1,2-oxazinane-2-carboxamide